COS(N[C@H]1OC(O[C@H]1C1=CC=CC=C1)(C)C)(=O)=O ((4S,5S)-5-phenyl-2,2-dimethyl-1,3-dioxolan-4-yl)sulfamic acid methyl ester